methyl umbellate C(\C=C\C=1C(O)=CC(O)=CC1)(=O)OC